C(C)(CC)C=1N(C=CC1C(=O)OCC)CCCC1=CC=CC=C1 Ethyl 2-sec-Butyl-1-(3-phenylpropyl)-1H-pyrrole-3-carboxylate